N-((5-(5-(difluoromethyl)-1,3,4-oxadiazol-2-yl)pyridin-2-yl)methyl)-N-(3-fluorophenyl)methanesulfonamide FC(C1=NN=C(O1)C=1C=CC(=NC1)CN(S(=O)(=O)C)C1=CC(=CC=C1)F)F